(E)-1-methoxy-4-(2-nitrovinyl)benzene COC1=CC=C(C=C1)\C=C\[N+](=O)[O-]